(5R,8R)-N-(2-chloro-6-methylbenzyl)-5-fluoro-8-hydroxy-5,6,7,8-tetra-hydroquinoline-5-carboxamide ClC1=C(CNC(=O)[C@@]2(C=3C=CC=NC3[C@@H](CC2)O)F)C(=CC=C1)C